sodium Fumarate C(\C=C\C(=O)[O-])(=O)[O-].[Na+].[Na+]